cis-1-methyl-4-((triisopropylsilyl)oxy)cyclopentane-1,2-diol CC1([C@H](C[C@H](C1)O[Si](C(C)C)(C(C)C)C(C)C)O)O